CC1=NC(=CC(=N1)O)C 2,6-dimethylpyrimidin-4-ol